glycolylphenylarsonate C(CO)(=O)O[As]([O-])(=O)C1=CC=CC=C1